CC(C#N)(C)C1=CC=C(C=C1)N1C(N(C=2C=NC=3C=CC(=CC3C21)C=2C=NC1=CC=CC=C1C2)C)=O 2-methyl-2-(4-(3-methyl-2-oxo-8-(quinolin-3-yl)-2,3-dihydro-1H-imidazo[4,5-c]quinolin-1-yl)phenyl)propanenitrile